ClC1=CC2=C(N(C=3CCN(CCC32)C)C)N=C1 3-chloro-7,10-dimethyl-5,6,7,8,9,10-hexahydropyrido[3',2':4,5]pyrrolo[2,3-d]azepine